ClC1=CC=C(C=C1)C(N1C[C@@H](N(C[C@H]1C)C=1C=2N=CN(C2N2C(N1)=NN=C2)CCN(C)C)C)C2=CC=C(C=C2)Cl 2-(4-((2S,5R)-4-(bis(4-chlorophenyl)methyl)-2,5-dimethylpiperazin-1-yl)-1H-[1,2,4]triazolo[3,4-b]purin-1-yl)-N,N-dimethylethan-1-amine